{1-[4-(6-cyclobutylmethoxy-pyridin-2-yl)-2,6-difluoro-phenyl]-pyrrolidin-3-yl}-acetic acid ethyl ester C(C)OC(CC1CN(CC1)C1=C(C=C(C=C1F)C1=NC(=CC=C1)OCC1CCC1)F)=O